ClC1=NC=C(C(=N1)NC1=CC2=C(N(C(N2)=O)C)C(=C1)OCCC[C@H]1CNC[C@H](C1(F)F)C)Cl 5-((2,5-dichloropyrimidin-4-yl)amino)-7-(3-((3S,5R)-4,4-difluoro-5-methylpiperidin-3-yl)propoxy)-1-methyl-1,3-dihydro-2H-benzo[d]imidazol-2-one